3,6-bis(dimethylamino)fluoren CN(C=1C=CC=2CC3=CC=C(C=C3C2C1)N(C)C)C